di(isopentyl) ketone C(CC(C)C)C(=O)CCC(C)C